NC1=CC(=C(OC2=C(C(=NC=N2)NCl)Cl)C=C1)F 6-(4-amino-2-fluorophenoxy)-5-chloro-N-chloropyrimidin-4-amine